C(C)N1N=CC(=C1)C1=NN2C(OCCC2)=C1C(=O)OCC Ethyl 2-(1-ethylpyrazol-4-yl)-6,7-dihydro-5H-pyrazolo[5,1-b][1,3]oxazine-3-carboxylate